ClC1=C(C=C(C=C1)NC(=O)N1C2CC(CC1(C2)C=2OC(=NN2)C)C(F)(F)F)N2N=C(C=C2)F N-(4-chloro-3-(3-fluoro-1H-pyrazol-1-yl)phenyl)-1-(5-methyl-1,3,4-oxadiazol-2-yl)-3-(trifluoromethyl)-6-azabicyclo[3.1.1]heptane-6-carboxamide